C1(=CC=CC=C1)C1=NC(=CC=C1C=1C(=C(C#N)C(=C(C1N1C2=C(C=3C=CC=CC13)C=NC=C2)N2C1=C(C=3C=CC=CC23)C=NC=C1)N1C2=C(C=3C=CC=CC13)C=NC=C2)N2C1=C(C=3C=CC=CC23)C=NC=C1)C1=CC=CC=C1 3-(2,6-diphenylpyridin-3-yl)-2,4,5,6-tetrakis(5H-pyrido[4,3-b]indol-5-yl)benzonitrile